C(C)O[Si](CCCN(CCOCCOCCOCCOCCOCCCC)CCC[Si](OCC)(OCC)OCC)(OCC)OCC N,N-bis(3-(triethoxysilyl)propyl)-3,6,9,12,15-pentaoxanonadecan-1-amine